2-((S)-1-propenoyl-4-(7-(2-fluoro-6-hydroxyphenyl)-2-(((S)-1-methylpyrrolidin-2-yl)methoxy)-5,6-dihydroquinazolin-4-yl)piperazin-2-yl)acetonitrile C(C=C)(=O)N1[C@H](CN(CC1)C1=NC(=NC=2C=C(CCC12)C1=C(C=CC=C1O)F)OC[C@H]1N(CCC1)C)CC#N